BrC=1C=C2C(=NC(N(C2=CC1C1CC1)C1=C(C=CC=C1)Cl)=O)NC=1C=NOC1 6-Bromo-1-(2-chlorophenyl)-7-cyclopropyl-4-(isoxazol-4-ylamino)quinazolin-2(1H)-one